C1(=CC=CC2=CC=CC=C12)/C=C/CC1=C(C(=O)O)C=CC=C1 (E)-2-(3-(Naphthalene-1-yl)allyl)benzoic acid